C(CCCCC)(=O)O.C(CCCC)NC(=O)NC1=CC2=NC3=C(C=CC=C3C2=CC=C1)CNCCC=1C=NN(C1)C(C)C N-pentyl-N'-(4-(2-(1-isopropyl-1H-pyrazol-4-yl)ethyl)aminomethylcyclohepta[7,6-b]indol-7-yl)urea caproate